6-chloro-8-(2-chlorophenyl)-9-(4-chlorophenyl)-2-methylsulfanyl-purine ClC1=C2N=C(N(C2=NC(=N1)SC)C1=CC=C(C=C1)Cl)C1=C(C=CC=C1)Cl